1,3-bis(dimethylamino)propane-2-ol CN(CC(CN(C)C)O)C